BrC1=C(C=C2C(C(NC2=C1)=O)(C)C)[N+](=O)[O-] 6-bromo-3,3-dimethyl-5-nitroindolin-2-one